6-(tert-Butyl) 7-methyl (1S,5R,7R)-3-((R)-1-phenylethyl)-3,6-diazabicyclo[3.2.1]octane-6,7-dicarboxylate C1(=CC=CC=C1)[C@@H](C)N1C[C@H]2[C@@H](N([C@@H](C1)C2)C(=O)OC(C)(C)C)C(=O)OC